4-amino-1-[(2R,4R,5R)-5-{[(tert-butyldimethylsilyl)oxy]methyl}-5-(chloromethyl)-4-hydroxyoxolan-2-yl]pyrimidin-2-one NC1=NC(N(C=C1)[C@@H]1O[C@]([C@@H](C1)O)(CCl)CO[Si](C)(C)C(C)(C)C)=O